FC=1C(=C2C=CC(OC2=C(C1O)F)=O)C 6,8-difluoro-7-hydroxy-5-methylcoumarin